9-(2-pyridyl)-9H-carbazol-2-ol N1=C(C=CC=C1)N1C2=CC=CC=C2C=2C=CC(=CC12)O